[2-[[5-(4-methylpiperazin-1-yl)pyridin-2-yl]amino]-8-morpholin-4-ylpyrido[3,4-d]pyrimidin-6-yl]methanol CN1CCN(CC1)C=1C=CC(=NC1)NC=1N=CC2=C(N1)C(=NC(=C2)CO)N2CCOCC2